(2R)-3-[(4-methoxyphenyl)methoxy]-2-methyl-propan-1-amine COC1=CC=C(C=C1)COC[C@@H](CN)C